C1(=CC=CC=C1)C(=CC1=CC=C(C=C1)C=C(C1=CC=CC=C1)C1=CC=CC=C1)C1=CC=CC=C1 1,4-di(2,2-diphenylvinyl)benzene